BrC=1C=C(C=CC1)C1=NN=C2N1C1=CC(=CC=C1C(=N2)NC)N2C=NC(=C2)C(C)(C)C (3-bromophenyl)-8-(4-(tert-butyl)-1H-imidazol-1-yl)-N-methyl-[1,2,4]triazolo[4,3-a]quinazolin-5-amine